[C@@H]1([C@H](O)[C@H](O)[C@@H](CO)O1)N1N=CC=2C(=O)NC(N)=NC12 8-Aza-7-deazaguanosine